BrC1C(OC2=C(C(=C(C=C2C1=O)F)O)F)(C)C 3-bromo-6,8-difluoro-7-hydroxy-2,2-dimethylchroman-4-one